3-bromo-1-(methylsulfonylmethyl)pyrazoleformaldehyde sulfide BrC1(N[N+](C=C1)(CS(=O)(=O)C)[S-])C=O